trimethyl-(8H-pyrrolo[2,3-e][1,3]benzothiazol-7-yl)silane C[Si](C1=CC=2C=CC3=C(N=CS3)C2N1)(C)C